FC1(CCC(CC1)[C@@H](C(NC1=NC=CC(=C1)[C@@H](C)NC(CCC(F)(F)F)=O)=O)NC(=O)C1=CC=NN1C(C)C)F N-((S)-1-(4,4-difluorocyclohexyl)-2-oxo-2-((4-((R)-1-(4,4,4-trifluorobutanamido)ethyl)pyridin-2-yl)amino)ethyl)-1-isopropyl-1H-pyrazole-5-carboxamide